N-(Oxan-2-yl)-4-(3-oxo-3-phenylprop-1-enyl)benzamide O1C(CCCC1)NC(C1=CC=C(C=C1)C=CC(C1=CC=CC=C1)=O)=O